4-(Chloromethyl)-N-[4-[4-[3-chloro-5-(trifluoromethyl)phenyl]piperazin-1-yl]sulfonylphenyl]benzamide ClCC1=CC=C(C(=O)NC2=CC=C(C=C2)S(=O)(=O)N2CCN(CC2)C2=CC(=CC(=C2)C(F)(F)F)Cl)C=C1